C(C)(C)(C)OC(=O)N[C@@H](CC1=CC=C(C=C1)O)C(=O)O (tert-butoxycarbonyl)-L-tyrosine